tert-butyl 6-(3-cyano-7,7-dimethyl-4-(3-(((trifluoromethyl) sulfonyl) oxy) naphthalen-1-yl)-7,8-dihydro-5H-pyrano[4,3-b]pyridin-2-yl)-2,6-diazaspiro[3.4]octane-2-carboxylate C(#N)C=1C(=C2C(=NC1N1CC3(CN(C3)C(=O)OC(C)(C)C)CC1)CC(OC2)(C)C)C2=CC(=CC1=CC=CC=C21)OS(=O)(=O)C(F)(F)F